6-bromo-2,3-dihydro-1H-indene-1-carbonitrile BrC1=CC=C2CCC(C2=C1)C#N